COC1=CC=C(C=C1)NC2=CC=C(C=C2)OC 4-methoxy-N-(4-methoxyphenyl)aniline